CC=1OC=CN1 2-methyl-1,3-oxazol